N-(2-cyclopropyl-4-iodo-5-methylphenyl)-N-{1,2-dimethyl-3-oxopyrazolo[4,3-b]pyridin-5-yl}-3-(oxolan-3-yl)prop-2-ynamide C1(CC1)C1=C(C=C(C(=C1)I)C)N(C(C#CC1COCC1)=O)C1=CC=C2C(=N1)C(N(N2C)C)=O